FC1=NN(C=C1NC=1N=CC2=C(N1)N(C(C(=C2)C2=CC=CC=C2)=O)C=2C=C(C=CC2)NC(C=C)=O)C N-(3-(2-((3-fluoro-1-methyl-1H-pyrazol-4-yl)amino)-7-oxo-6-phenylpyrido[2,3-d]pyrimidin-8(7H)-yl)phenyl)acrylamide